C(C)O[Si](CCCCCCCC[Si](OCC)(OCC)OCC)(OCC)OCC 1,8-bis-(triethoxysilyl)octane